methyl 3-(9-((4-(aminomethyl)-3-chlorophenyl)carbamoyl)-4,5-dihydrobenzo[b]thieno[2,3-d]oxepin-8-yl)-6-(propylcarbamoyl)picolinate NCC1=C(C=C(C=C1)NC(=O)C1=CC2=C(OCCC3=C2SC=C3)C=C1C=1C(=NC(=CC1)C(NCCC)=O)C(=O)OC)Cl